8-((4-methoxyphenethyl)amino)-9-fluoro[2]benzoxepino[3,4-f]-1,3-benzodioxol-11(6H)-one COC1=CC=C(CCNC2=CC3=C(C(C=4C(=CC5=C(OCO5)C4)OC3)=O)C=C2F)C=C1